C(C)OC(=O)C1=CC=NC2=CC=C(C=C12)[C@H]1CC(OCC1)(C)C |r| Rac-(R)-6-(2,2-dimethyltetrahydro-2H-pyran-4-yl)quinoline-4-carboxylic acid ethyl ester